3α,7β-dihydroxy-5β-cholanic acid O[C@H]1C[C@H]2C[C@@H]([C@H]3[C@@H]4CC[C@H]([C@@H](CCC(=O)O)C)[C@]4(CC[C@@H]3[C@]2(CC1)C)C)O